ClC1=C(C=C2C(C(NC2=C1)=O)=C(O)C1=CC(=CC=C1)F)C1=CC=C(C=C1)C1(CC1)CO 6-Chloro-3-[1-(3-fluoro-phenyl)-1-hydroxy-methylidene]-5-[4-(1-hydroxymethyl-cyclopropyl)-phenyl]-1,3-dihydro-indol-2-one